N-(2-((2-methoxyethoxy)methoxy)-5-(1-oxo-6-(2-(trifluoromethyl)phenyl)-3,4-dihydroisoquinolin-2(1H)-yl)phenyl)methanesulfonamide COCCOCOC1=C(C=C(C=C1)N1C(C2=CC=C(C=C2CC1)C1=C(C=CC=C1)C(F)(F)F)=O)NS(=O)(=O)C